6-(Difluoromethyl)-3-(6-(2-(trifluoromethyl)piperidin-1-yl)pyrimidin-4-yl)imidazo[1,2-b]pyridazine FC(C=1C=CC=2N(N1)C(=CN2)C2=NC=NC(=C2)N2C(CCCC2)C(F)(F)F)F